2,3,6,7-tetrahydrobenzo[1,2-b:4,5-b']difuran-4-carbaldehyde O1C=2C(CC1)=C(C=1OCCC1C2)C=O